FC1=C(C=C(C(=C1F)C=O)F)Br 2,3,5-trifluoro-4-formyl-bromobenzene